FC=1C=C2C(CN3C(C2=CC1F)CCC3=O)O 8,9-difluoro-6-hydroxy-1,5,6,10b-tetrahydropyrrolo[2,1-a]isoquinolin-3(2H)-one